N-ethyl-5-fluoro-N-isopropyl-2-((4-((1-((trans-4-(methylsulfonamido)cyclohexyl)methyl)piperidine-4-yl)amino)pyrimidin-5-yl)oxy)benzamide C(C)N(C(C1=C(C=CC(=C1)F)OC=1C(=NC=NC1)NC1CCN(CC1)C[C@@H]1CC[C@H](CC1)NS(=O)(=O)C)=O)C(C)C